1-(4-{5-bromo-1-methylimidazo[4,5-b]pyrazin-2-yl}piperidin-1-yl)ethanone BrC=1N=C2C(=NC1)N(C(=N2)C2CCN(CC2)C(C)=O)C